tri(2-diethylaminoethyl)amine C(C)N(CCN(CCN(CC)CC)CCN(CC)CC)CC